C[C@H]1N(CC2=CC=CC=C2C1)C(=O)C1=C(C=C2CCNCC2=C1)C1=CC(=C2CCCCN12)C(=O)O 3-[7-[(3R)-3-methyl-3,4-dihydro-1H-isoquinoline-2-carbonyl]-1,2,3,4-tetrahydroisoquinolin-6-yl]-5,6,7,8-tetrahydroindolizine-1-carboxylic acid